bis(p-tert-butylbenzoate) aluminum [Al+2].C(C)(C)(C)C1=CC=C(C(=O)[O-])C=C1.C(C)(C)(C)C1=CC=C(C(=O)[O-])C=C1